(2R,3R,4S,5R)-2-(acetoxymethyl)-5-(2-fluoro-9H-purin-9-yl-6-d)tetrahydrofuran-3,4-diyl diacetate C(C)(=O)O[C@@H]1[C@H](O[C@H]([C@H]1OC(C)=O)N1C2=NC(=NC(=C2N=C1)[2H])F)COC(C)=O